CC1=C(C(=CC=C1)C)C1=NC(=NC(=C1)O)NS(=O)(=O)C=1C=NN(C1)C N-[4-(2,6-dimethylphenyl)-6-hydroxy-pyrimidin-2-yl]-1-methyl-pyrazole-4-sulfonamide